((3ar,4s,6r,6as)-6-(4-chloro-7H-pyrrolo[2,3-d]pyrimidin-7-yl)-4-(fluoromethyl)-2,2-dimethyltetrahydro-3aH-cyclopenta[d][1,3]dioxol-4-yl)methanol ClC=1C2=C(N=CN1)N(C=C2)[C@@H]2C[C@]([C@@H]1[C@H]2OC(O1)(C)C)(CF)CO